CN1N=CC(=C1C)C=1N=C2C(=CN(C=C2)CC=2SC3=C(N2)C=CC2=CC=CC=C23)N1 2-((2-(1,5-dimethyl-1H-pyrazol-4-yl)-5H-imidazo[4,5-c]pyridin-5-yl)methyl)naphtho[2,1-d]thiazole